2-benzyl-N'-(2,2-difluoroacetyl)pyrazolo[1,5-a]pyrimidine-6-carbohydrazide C(C1=CC=CC=C1)C1=NN2C(N=CC(=C2)C(=O)NNC(C(F)F)=O)=C1